2-(5-Chloro-2-methoxy-phenyl)-N-[2-(2,2-dimethylpropyl)-1H-benzimidazol-5-yl]acetamide ClC=1C=CC(=C(C1)CC(=O)NC1=CC2=C(NC(=N2)CC(C)(C)C)C=C1)OC